2-chloro-4-hydroxy-5-phenyl-3-tetrahydronaphthalen-6-yl-7H-thieno[2,3-b]pyridin-6-one ClC1=C(C2=C(NC(C(=C2O)C2=CC=CC=C2)=O)S1)C=1C=C2CCCCC2=CC1